NC=1C(=NC(=CC1)C(=O)NCCC(C)C)C=1C=NC=CC1 amino-N-isopentyl-[2,3'-bipyridine]-6-carboxamide